5-chloro-N-(2,4-difluoro-3-(2-(((1r,4r)-4-(oxetan-3-ylamino)cyclohexyl)amino)quinazolin-6-yl)phenyl)-2-methoxypyridine-3-sulfonamide ClC=1C=C(C(=NC1)OC)S(=O)(=O)NC1=C(C(=C(C=C1)F)C=1C=C2C=NC(=NC2=CC1)NC1CCC(CC1)NC1COC1)F